N-(5-methylhexan-2-yl)-4-((2,2,4-trimethyl-1,2-dihydroquinolin-6-yl)methyl)aniline CC(CCC(C)NC1=CC=C(C=C1)CC=1C=C2C(=CC(NC2=CC1)(C)C)C)C